FC(OC=1C=C(C=C(C1C(=O)N1C(CC1)C)OC)C1=CN=C2N1C=CC(=C2)C(C#N)(C)C)F 2-[3-[3-(difluoromethoxy)-5-methoxy-4-(2-methylazetidine-1-carbonyl)phenyl]imidazo[1,2-a]pyridin-7-yl]-2-methyl-propanenitrile